ClC1=C(C(C(=O)NC2=C(C=C(C=C2)C(C(F)(F)F)(C(F)(F)F)F)C)=CC=C1)C(=O)N[C@H](CS(=O)(=O)C)C (S)-3-Chloro-N1-{2-methyl-4-(1,2,2,2-tetrafluoro-1-(trifluoromethyl)ethyl)phenyl}-N2-(1-methyl-2-methylsulfonylethyl)phthalamid